N-[(2R)-2-[[(2S)-2-amino-5-guanidino-pentanoyl]amino]propyl]-4-[[3-(2,3-difluoro-4-methoxy-phenyl)imidazo[1,2-a]pyrazin-8-yl]amino]-2-ethyl-benzamide formate C(=O)O.N[C@H](C(=O)N[C@@H](CNC(C1=C(C=C(C=C1)NC=1C=2N(C=CN1)C(=CN2)C2=C(C(=C(C=C2)OC)F)F)CC)=O)C)CCCNC(=N)N